C(CCC)OC(\C=C\C(=C\CCCCC)\CC(=O)N(C)C)=O (2E,4E)-4-(2-(dimethylamino)-2-oxoethyl)deca-2,4-dienoic acid butyl ester